C1(=CC=CC=C1)C=1C=C(C=CC1)P([O-])[O-] 3-phenyl-phenylphosphonite